C(C=C)(=O)N1[C@@H](CN(C[C@@H]1C)C=1C2=C(N(C(N1)=O)C=1C(=NC=CC1C)C(C)C)N=C(C=C2F)C2=C(C=CC=C2O)F)C 4-(4-acryloyl-cis-3,5-dimethylpiperazin-1-yl)-5-fluoro-7-(2-fluoro-6-hydroxyphenyl)-1-(4-methyl-2-isopropyl-pyridin-3-yl)pyrido[2,3-d]pyrimidin-2(1H)-one